COC1=CC=C(C=C1)C(OCC12OCC(N(C1)C(=O)NC)C2OP(N(C(C)C)C(C)C)OCCC#N)(C2=CC=CC=C2)C2=CC=C(C=C2)OC 1-[[bis(4-methoxyphenyl)-phenylmethoxy]methyl]-7-[2-cyanoethoxy-(diisopropylamino)phosphanyl]oxy-N-methyl-2-oxa-5-azabicyclo[2.2.1]heptane-5-carboxamide